(7-((4-cyclopropyl-3-(trifluoromethyl)-1H-pyrrolo[2,3-b]pyridin-6-yl)amino)-2,3-dihydrobenzo-furan-4-yl)(4-morpholinopiperidin-1-yl)methanone C1(CC1)C1=C2C(=NC(=C1)NC1=CC=C(C=3CCOC31)C(=O)N3CCC(CC3)N3CCOCC3)NC=C2C(F)(F)F